O[C@@H]1[C@H]2[C@@H]([C@H]([C@@H](C1)O2)C(=O)NC2=CC(=C(C=C2)N2CCOCC2)C(F)(F)F)C=2C(=NN(C2)C)C(F)(F)F |r| rac-(1r,2r,3s,4r,5s)-5-hydroxy-3-(1-methyl-3-(trifluoromethyl)-1H-pyrazol-4-yl)-N-(4-morpholinyl-3-(trifluoromethyl)phenyl)-7-oxabicyclo[2.2.1]heptane-2-carboxamide